9-ethyl-1,3,6,8-tetra-(4-cyanophenyl)carbazole C(C)N1C2=C(C=C(C=C2C=2C=C(C=C(C12)C1=CC=C(C=C1)C#N)C1=CC=C(C=C1)C#N)C1=CC=C(C=C1)C#N)C1=CC=C(C=C1)C#N